FC(C=1C=CC(=NC1)C(C)=O)(F)F 1-(5-(trifluoromethyl)pyridin-2-yl)ethan-1-one